N-(3-(4-hydroxy-2',3',5',6'-tetrahydrospiro[chromane-2,4'-pyran]-7-yl)-4-methylphenyl)-2-(trifluoromethyl)isonicotinamide OC1CC2(CCOCC2)OC2=CC(=CC=C12)C=1C=C(C=CC1C)NC(C1=CC(=NC=C1)C(F)(F)F)=O